NCCNCCN1CCN(CC1)CCN N-[N-(2-aminoethyl)-2-amino-ethyl]-N'-(2-aminoethyl)-piperazine